COC1=CC(=C(C#N)C=C1)N1N=CC=C1 4-methoxy-2-(pyrazol-1-yl)benzonitrile